C(C)C=1C(=NN2C1NC(=CC2=O)C=2C=C(C(=O)O)C=CC2)C2=CC=CC=C2 3-(3-ethyl-7-oxo-2-phenyl-4,7-dihydropyrazolo[1,5-a]pyrimidin-5-yl)benzoic acid